6-isopropyl-1-methyl-1,2,3,4-tetrahydroisoquinoline C(C)(C)C=1C=C2CCNC(C2=CC1)C